S(C1(CC=C(C(=C1)C(C)(C)C)O)C)C1(CC=C(C(=C1)C(C)(C)C)O)C 4,4'-thiobis(4-methyl-6-tert-butylphenol)